C12C(C3CC(CC(C1)C3)C2)NC(NC=2C=C(C(=O)NC3CCCCC3)C=CC2)=O 3-(((1S,2R,5R)-adamantan-2-yl)ureido)-N-cyclohexylbenzamide